(R)-N-(1-(8-((2-fluoro-3-methyl-4-((1-methyl-1H-benzo[d][1,2,3]triazol-5-yl)oxy)phenyl)amino)pyrimido[5,4-d]pyrimidin-2-yl)azepan-4-yl)acrylamide FC1=C(C=CC(=C1C)OC1=CC2=C(N(N=N2)C)C=C1)NC1=NC=NC2=C1N=C(N=C2)N2CC[C@@H](CCC2)NC(C=C)=O